C(C)(C)(C)C1=CC2=C(C3=CC=CC=C3C=C2C=C1)OC(=O)C1C(C2C(=CC1C2)C)C(=O)O 2-(tert-butyl)-9-[2-carboxy(3,6-methano-4-methyl-4-cyclohexenyl)]carbonyloxyanthracene